C1(CC1)C=1N=CN(C1)C=1C(=CC(=C(C(=O)NC2=NC(=CC=C2)C2=NN=CN2C(C)C)C1)F)C 5-(4-cyclopropylimidazol-1-yl)-2-fluoro-4-methyl-N-[6-(4-propan-2-yl-1,2,4-triazol-3-yl)pyridin-2-yl]benzamide